(2S,3R)-2-((tert-butoxycarbonyl)amino)-3-methoxybutyric acid C(C)(C)(C)OC(=O)N[C@H](C(=O)O)[C@@H](C)OC